CO[Si](C(CN)CN)(OC)OC 1,3-diaminoisopropyltrimethoxysilane